glycerol isostearate (glyceryl-isostearate) C(C(O)CO)C(C(=O)OC(COC(CCCCCCCCCCCCCCC(C)C)=O)CO)CCCCCCCCCCCCCC(C)C